5-(4-((3-ethyl-2,4-dioxo-1,2,3,4-tetrahydropyrido[2,3-d]pyrimidin-7-yl)methyl)piperazin-1-yl)-N,6-dimethylpicolinamide C(C)N1C(NC2=C(C1=O)C=CC(=N2)CN2CCN(CC2)C=2C=CC(=NC2C)C(=O)NC)=O